N1(N=CC=C1)CC1=CC=C(N)C=C1 4-((1H-pyrazol-1-yl)methyl)aniline